FC1=C(C=C(C=C1)C(O)C=1N=NC=C(C1)OC)C1=NC=NC2=CC(=CC=C12)N1CCOCC1 [4-Fluoro-3-(7-morpholin-4-yl-quinazolin-4-yl)phenyl]-(5-methoxy-pyridazin-3-yl)methanol